(+/-)-6-{[trans-4-(4-Methoxyphenyl)piperidin-3-yl]methoxy}isoindolin-1-one Hydrochloride Cl.COC1=CC=C(C=C1)[C@H]1[C@@H](CNCC1)COC1=CC=C2CNC(C2=C1)=O |r|